C(=C)C1=C(CCCC1)C=C 1,2-diethenylcyclohex-1-ene